ClC1=C(COC=2C(=C3CCC(C3=CC2)=O)F)C(=CC=C1)Cl 5-((2,6-dichlorobenzyl)oxy)-4-fluoro-2,3-dihydro-1H-inden-1-one